Nε-(Thiazolidine-2-carbonyl)-L-lysine methyl ester COC([C@@H](N)CCCCNC(=O)C1SCCN1)=O